C(C=C)(=O)N1CCN(CC1)C1=NC(N2C3=C(C(=C(C=C13)C(F)(F)F)C1=C(C=C(C=C1)F)F)SC[C@@H]2COCOC)=O (3S,10R)-7-(4-acryloylpiperazin-1-yl)-10-(2,4-difluorophenyl)-3-((methoxymethoxy)methyl)-9-(trifluoromethyl)-2,3-dihydro-5H-[1,4]thiazino[2,3,4-ij]quinazolin-5-one